10-(4-methoxybenzyl)-3-trifluoromethyl-5,10-dihydro-11H-dibenzo[b,e][1,4]diazepin-11-one COC1=CC=C(CN2C3=C(NC4=C(C2=O)C=CC(=C4)C(F)(F)F)C=CC=C3)C=C1